1-((1-methyl-1H-pyrazol-4-yl)methyl)piperidin CN1N=CC(=C1)CN1CCCCC1